(R)-1-((2S,5S)-5-(4-chlorobenzyl)-2-methyl-4-(1-(pyridin-2-yl)piperidin-4-yl)piperazin-1-yl)propan ClC1=CC=C(C[C@@H]2N(C[C@@H](N(C2)CCC)C)C2CCN(CC2)C2=NC=CC=C2)C=C1